5-[4,6-difluoro-1-(2-trimethylsilylethoxymethyl)indol-5-yl]oxy-2-vinyl-benzonitrile FC1=C2C=CN(C2=CC(=C1OC=1C=CC(=C(C#N)C1)C=C)F)COCC[Si](C)(C)C